t-butyl (2-ethylhexyl) carbonate C(OC(C)(C)C)(OCC(CCCC)CC)=O